FC(C(C(F)(F)F)(O)C1=CC(=C(C=C1)C1=CC=C(C=C1)C=O)C(F)(F)F)(F)F 4'-(1,1,1,3,3,3-hexafluoro-2-hydroxypropane-2-yl)-2'-(trifluoromethyl)-[1,1'-biphenyl]-4-carbaldehyde